C(C)(C)(C)[C@H]1N2C(C=3N(N=C4C(=CC=CC34)OCCCOC)C1)=CC(C(=C2)C(=O)O)=O (R)-6-(tert-butyl)-10-(3-methoxypropoxy)-2-oxo-6,7-dihydro-2H-pyrido[2',1':3,4]pyrazino[1,2-b]indazole-3-carboxylic acid